(4-(5-(methylamino)-5-oxopentyl)-1-phenyl-1H-imidazol-2-yl)-3-(1H-pyrazol-4-yl)benzamide CNC(CCCCC=1N=C(N(C1)C1=CC=CC=C1)C1=C(C(=O)N)C=CC=C1C=1C=NNC1)=O